tert-butyl (3-(1-(4-chloro-3-(2,4-dioxotetrahydropyrimidin-1(2H)-yl)benzoyl)piperidin-4-yl)propyl)(methyl)carboxylate ClC1=C(C=C(C(=O)N2CCC(CC2)CCCCC(=O)OC(C)(C)C)C=C1)N1C(NC(CC1)=O)=O